(R)-1-(3-(6-(1-ethyl-1H-pyrazol-4-ylamino)-1H-pyrazolo[3,4-d]pyrimidin-4-ylamino)piperidin-1-yl)prop-2-en-1-one C(C)N1N=CC(=C1)NC1=NC(=C2C(=N1)NN=C2)N[C@H]2CN(CCC2)C(C=C)=O